F\C(\C(=O)OCC)=C\C1=C(N=C(N1C[C@H]1OCC1)C=O)C ethyl (S,E)-2-fluoro-3-(2-formyl-4-methyl-1-(oxetan-2-ylmethyl)-1H-imidazol-5-yl)acrylate